ClC=1C(=C(C=C(C1)F)[C@H](C)NCC(=O)OCC)COC1=CC=C(C=C1)OC (S)-ethyl 2-(1-(3-chloro-5-fluoro-2-((4-methoxyphenoxy)methyl)phenyl) ethylamino)acetate